5-(4-cyclobutyl-2-(methoxymethyl)thieno[2,3-b]pyridin-6-yl)-2-methyl-2H-pyrazolo[3,4-b]pyridine C1(CCC1)C1=C2C(=NC(=C1)C1=CC=3C(N=C1)=NN(C3)C)SC(=C2)COC